1-methyl-6-(1H-pyrrolo[2,3-c]pyridin-4-yl)-1H-indazole CN1N=CC2=CC=C(C=C12)C1=C2C(=CN=C1)NC=C2